3-[3-(4-chloro-2-mesyl-phenyl)-1-bicyclo[1.1.1]pentanyl]azetidine-1-carboxylic acid tert-butyl ester C(C)(C)(C)OC(=O)N1CC(C1)C12CC(C1)(C2)C2=C(C=C(C=C2)Cl)S(=O)(=O)C